4-(2-benzylidenehydrazinyl)-7-(1-methyl-1H-pyrazol-4-yl)thieno[3,2-d]pyrimidine C(C1=CC=CC=C1)=NNC=1C2=C(N=CN1)C(=CS2)C=2C=NN(C2)C